N=1C=NN2C1C=C(C=C2)OC2=CC(=C(C=C2C)NC2=NC=NC1=CC(=C(C=C21)NC(/C(=C/[C@@H]2N(CCC2)C)/F)=O)OCCOC)OC (R,Z)-N-(4-((4-([1,2,4]triazolo[1,5-a]pyridin-7-yloxy)-2-methoxy-5-methylphenyl)amino)-7-(2-methoxyethoxy)quinazolin-6-yl)-2-fluoro-3-(1-methylpyrrolidin-2-yl)acrylamide